4-cinnamyl-3-hydroxy-5-(4-bromophenyl)-1-(3-carboxyphenyl)-1H-pyrrol-2(5H)-one C(C=CC1=CC=CC=C1)C1=C(C(N(C1C1=CC=C(C=C1)Br)C1=CC(=CC=C1)C(=O)O)=O)O